1-(2-chloro-5-fluorophenyl)-N-methyl-8-nitro-3-oxo-1,2,3,4-tetrahydropyrrolo[1,2-a]pyrazine-6-carboxamide ClC1=C(C=C(C=C1)F)C1C=2N(CC(N1)=O)C(=CC2[N+](=O)[O-])C(=O)NC